O1CCC(CC1)CN1C[C@@H]2[C@H](C1)CC(C2)NC=2N=NC(=CC2C(F)(F)F)C2=C(C(=CC(=C2)F)F)F (3aR,5s,6aS)-2-((tetrahydro-2H-pyran-4-yl)methyl)-N-(4-(trifluoromethyl)-6-(2,3,5-trifluorophenyl)pyridazin-3-yl)octahydro-cyclopenta[c]pyrrol-5-amine